(4S,5R)-N,N-BIS(4-METHOXYBENZYL)-5-METHYL-7-OCTENE-4-SULFONAMIDE COC1=CC=C(CN(S(=O)(=O)[C@@H](CCC)[C@@H](CC=C)C)CC2=CC=C(C=C2)OC)C=C1